OCC(=O)[C@@H](O)[C@H](O)[C@H](O)CO D(+)-Fructose